FC1(CN(C[C@@H]1OC1=CC2=C(C=N1)C=NN2CC(F)(F)F)C2=CC(=NC=1N2N=CC1)C=1C(NC(NC1)=O)=O)F (S)-5-(7-(3,3-difluoro-4-((1-(2,2,2-trifluoroethyl)-1H-pyrazolo[4,3-c]pyridin-6-yl)oxy)pyrrolidin-1-yl)pyrazolo[1,5-a]pyrimidin-5-yl)pyrimidine-2,4(1H,3H)-dione